ClC=1C(=NC(=NC1)NC1CCOCC1)C=1C=C2C(N(C(C2=CC1)CO)CC(=O)NC1CCCC1)=O 2-(5-{5-chloro-2-[(oxacyclohex-4-yl)amino]pyrimidin-4-yl}-1-(hydroxymethyl)-3-oxo-2,3-dihydro-1H-isoindol-2-yl)-N-cyclopentylacetamide